methyl (S)-2-((2-(2,6-difluoro-4-(isoxazol-3-yl)phenyl)-7-methylimidazo[1,2-a]pyridin-3-yl)methyl)morpholine-4-carboxylate FC1=C(C(=CC(=C1)C1=NOC=C1)F)C=1N=C2N(C=CC(=C2)C)C1C[C@H]1CN(CCO1)C(=O)OC